NC1=C(C=NC(=C1)Cl)/C=C/C(=O)OCC ethyl (E)-3-(4-amino-6-chloropyridin-3-yl)acrylate